isobutyric acid potassium salt [K+].C(C(C)C)(=O)[O-]